3-(1-(6-chloro-4-methylpyridin-3-yl)ethyl)-1-methyl-1H-pyrazole-5-carboxylic acid ethyl ester C(C)OC(=O)C1=CC(=NN1C)C(C)C=1C=NC(=CC1C)Cl